methyl 4-amino-7-vinyl-2-oxo-1-phenyl-1,2-dihydroquinoline-3-carboxylate NC1=C(C(N(C2=CC(=CC=C12)C=C)C1=CC=CC=C1)=O)C(=O)OC